1-(4-(benzyloxy)-2-hydroxyphenyl)ethan-1-one C(C1=CC=CC=C1)OC1=CC(=C(C=C1)C(C)=O)O